N1C(=NCC1)NCCNC(O)=O (2-((4,5-dihydro-1H-imidazol-2-yl)amino)ethyl)carbamic acid